bromo-2-(but-3-yn-2-yloxy)benzaldehyde BrC=1C(=C(C=O)C=CC1)OC(C)C#C